aluminum titanium magnesium water O.[Mg].[Ti].[Al]